Methyl((trans-4-((3-(1-cyclopropyl-1H-pyrazol-4-yl)phenyl)((trans-4-(4-methoxy-3-methylphenyl)cyclohexyl) methyl)carbamoyl)cyclohexyl)methyl) carbamate C(N)(OC([C@@H]1CC[C@H](CC1)C(N(C[C@@H]1CC[C@H](CC1)C1=CC(=C(C=C1)OC)C)C1=CC(=CC=C1)C=1C=NN(C1)C1CC1)=O)C)=O